2-methyl-N-[(2S)-1-(piperazin-1-yl)propan-2-yl]-8-(trifluoromethyl)quinazolin-4-amine CC1=NC2=C(C=CC=C2C(=N1)N[C@H](CN1CCNCC1)C)C(F)(F)F